cerium tin [Sn].[Ce]